[Na].C(C)(=O)C1C(=O)OCC1 acetyl-butyrolactone sodium salt